sodium 3,5,6-trichloropyridine ClC=1C=NC(=C(C1)Cl)Cl.[Na]